ClC1=C(C=C(C=C1)[Mg]Br)CC1=CC=C(C=C1)F 4-chloro-3-(4-fluorobenzyl)phenylmagnesium bromide